Methyl (S)-2-(5-(2-chloroacetamido)-6-((oxetan-2-ylmethyl)amino)pyridin-2-yl)acetate ClCC(=O)NC=1C=CC(=NC1NC[C@H]1OCC1)CC(=O)OC